2-hydroxy-1-{4-[4-(2-hydroxy-2-methylpropanoyl)benzyl]phenyl}2-methylpropan-1-one OC(C(=O)C1=CC=C(C=C1)CC1=CC=C(C=C1)C(C(C)(C)O)=O)(C)C